OC1=CC=C(C=C1)C(C)(CCC1=CC=C(C=C1)O)C 2,4-Bis-(4-hydroxyphenyl)-2-methylbutan